NC1=CC=C(C=C1)N1CC(CS(C2=C1C=C(C(=C2)O/C=C/C(=O)OCC)SC)(=O)=O)(CC)CCCC ethyl (E)-3-((5-(4-aminophenyl)-3-butyl-3-ethyl-7-(methylthio)-1,1-dioxido-2,3,4,5-tetrahydro-1,5-benzothiazepin-8-yl)oxy)acrylate